CN(S(=O)(=O)C=1SC(=CC1)S(=O)(=O)NC1=C(C(=CC=C1)C)N1CC(C1)C1=CC=CC=C1)C N2,N2-dimethyl-N5-(3-methyl-2-(3-phenylazetidin-1-yl)phenyl)thiophene-2,5-disulfonamide